2-(6-fluoropyridin-3-yl)-9-methyl-9H-pyrrolo[2,3-b:4,5-c']dipyridine FC1=CC=C(C=N1)C1=CC=C2C(=N1)N(C1=C2C=NC=C1)C